2-[(6-fluoro-2-methyl-1,2,3,4-tetrahydroisoquinolin-7-yl)amino]-4-{[3-(methylcarbamoyl)phenyl]amino}pyrimidine-5-carboxamide FC=1C=C2CCN(CC2=CC1NC1=NC=C(C(=N1)NC1=CC(=CC=C1)C(NC)=O)C(=O)N)C